C1(CCCCC1)P(C1=C(C=CC=C1)C1=C(C=C(C=C1C(C)C)C(C)C)C(C)C)C1CCCCC1 dicyclohexyl-[2',4',6'-tris(prop-2-yl)biphenyl-2-yl]phosphane